2-((2-bromo-4-methylbenzo[d]thiazol-6-yl)oxy)acetic acid ethyl ester C(C)OC(COC1=CC2=C(N=C(S2)Br)C(=C1)C)=O